C(C)(C)(C)OC(=O)NC=1SC=C(N1)CC(=O)O 2-(2-((tert-butoxycarbonyl)-amino)thiazol-4-yl)acetic acid